5,5'-((propane-2,2-diylbis(4,1-phenylene))bis(oxy))bis(isobenzofuran-1,3-dione) CC(C)(C1=CC=C(C=C1)OC=1C=C2C(OC(C2=CC1)=O)=O)C1=CC=C(C=C1)OC=1C=C2C(OC(C2=CC1)=O)=O